1-(4-chloropyridin-2-yl)piperazine dihydrochloride Cl.Cl.ClC1=CC(=NC=C1)N1CCNCC1